C(C)N([C@@H](C(C)C)C(=O)NCC(=O)O)C(=O)OC(C)(C)C ethyl-(tert-butoxycarbonyl)-L-valylglycine